isopropyl 4-(1-(6-(2-fluoro-4-(methylsulfonyl)phenyl)imidazo[2,1-b][1,3,4]thiadiazol-2-yloxy)ethyl)piperidin-1-carboxylat FC1=C(C=CC(=C1)S(=O)(=O)C)C=1N=C2SC(=NN2C1)OC(C)C1CCN(CC1)C(=O)OC(C)C